ClC1=C(C=CC=C1)[C@H](C)N1N=C(C=C1C(=O)OC)C(NC)=O (S)-Methyl 1-(1-(2-chlorophenyl)ethyl)-3-(methylcarbamoyl)-1H-pyrazole-5-carboxylate